6,7-dichloro-1-(2-isopropyl-4-(methylthio)pyridine-3-yl)pyrido[2,3-d]pyrimidine-2,4(1H,3H)-dione ClC1=CC2=C(N(C(NC2=O)=O)C=2C(=NC=CC2SC)C(C)C)N=C1Cl